COC=1C=C(CN(C(=O)NC2=CC(=CC=C2)[N+](=O)[O-])C2(CCNCC2)C)C=CC1OCC1=NC=CC(=C1C)OCC(F)(F)F 1-{3-methoxy-4-{[3-methyl-4-(2,2,2-trifluoroethoxy)pyridin-2-yl]methoxy}benzyl}-1-(4-methylpiperidin-4-yl)-3-(3-nitrophenyl)urea